5-(3-(((1r,4r)-4-aminocyclohexyl)methyl)-2-oxo-2,3-dihydro-1H-benzo[d]imidazol-1-yl)-N-methylpyridinecarboxamide NC1CCC(CC1)CN1C(N(C2=C1C=CC=C2)C=2C=CC(=NC2)C(=O)NC)=O